methyl (R)-6-chloro-3-((1-(2-cyano-3-hydroxy-7-methylquinoxalin-5-yl)ethyl)amino)picolinate ClC1=CC=C(C(=N1)C(=O)OC)N[C@H](C)C1=C2N=C(C(=NC2=CC(=C1)C)C#N)O